OC=1N=C(N=NC1)NC(=O)[C@@H]1[C@H](C1)C1=NC=CC(=N1)C (1S,2S)-N-(5-hydroxy-1,2,4-triazin-3-yl)-2-(4-methylpyrimidin-2-yl)cyclopropane-1-carboxamide